N,N,N-triethyl-ammonium methyl-1-[3-[4-(cyclopropylcarbamoyl)-3-(difluoromethoxy)-5-methoxyphenyl]imidazo[1,2-a]pyridin-7-yl]cyclopropanecarboxylate COC(=O)C1(CC1)C1=CC=2N(C=C1)C(=CN2)C2=CC(=C(C(=C2)OC)C(NC2CC2)=O)OC(F)F.C(C)[NH+](CC)CC